methyl 5-bromo-1,2,3,4-tetrahydroisoquinoline-3-carboxylate BrC1=C2CC(NCC2=CC=C1)C(=O)OC